1-(4-(1H-pyrazol-1-yl)benzyl)-N-hydroxy-2-oxo-1,4-dihydro-2H-benzo[d][1,3]oxazine-7-carboxamide N1(N=CC=C1)C1=CC=C(CN2C(OCC3=C2C=C(C=C3)C(=O)NO)=O)C=C1